7-(1-hydroxyethyl)-2-isopropylpyrazolo[1,5-d][1,2,4]triazin-4(5H)-one OC(C)C1=NNC(C=2N1N=C(C2)C(C)C)=O